CC(C)(C1CC2C(OC(C2CC1)=O)=O)C1CC2C(OC(C2CC1)=O)=O 5,5'-(1-methylethylidene)bis[hexahydro-1,3-isobenzofurandione]